C(C1=CC=CC=C1)C=1N(C=2C(=C3CC[C@@H](N(C3=CC2)C(=O)OC)C)N1)C1CCCCC1 methyl (7S)-2-benzyl-3-cyclohexyl-7-methyl-3H,6H,7H,8H,9H-imidazo[4,5-f]quinoline-6-carboxylate